C(C)(C)NCCCCCCCCCC(=O)OCC(CCCCCCCC)CCCCCC 2-hexyldecyl 10-(isopropylamino)decanoate